15-Chloro-21,23-difluoro-16-methoxy-18,18-dioxo-11,26-dioxa-18λ6-thia-19-azapentacyclo[18.3.1.16,9.113,17.02,7]hexacosa-1(24),2(7),3,5,13(25),14,16,20,22-nonaen-12-one ClC1=CC=2C(OCC3CC=4C(=CC=CC4C=4C(=CC(=C(NS(C(=C1OC)C2)(=O)=O)C4)F)F)O3)=O